1-(3-chloro-4-cyanophenyl)-N-(5-(4-(2-((1-(2-(2,6-dioxopiperidin-3-yl)-1,3-dioxoisoindolin-5-yl)piperidin-4-yl)oxy)ethyl)piperazin-1-yl)pyridin-2-yl)piperidin-4-carboxamide ClC=1C=C(C=CC1C#N)N1CCC(CC1)C(=O)NC1=NC=C(C=C1)N1CCN(CC1)CCOC1CCN(CC1)C=1C=C2C(N(C(C2=CC1)=O)C1C(NC(CC1)=O)=O)=O